1-(4-fluoro-3-isopropyl-2-(8-methyl-[1,2,4]triazolo[1,5-a]pyridin-6-yl)-1H-pyrrolo[2,3-c]pyridin-5-yl)-N-methylpiperidin-4-amine FC1=C2C(=CN=C1N1CCC(CC1)NC)NC(=C2C(C)C)C=2C=C(C=1N(C2)N=CN1)C